FC=1C(=C(C=CC1F)[C@H]1[C@@H](O[C@]([C@H]1C)(C(F)(F)F)C)C(=O)NC1=CC(=NC(=C1)C)C(=O)N)OC 4-[[(2R,3S,4S,5R)-3-(3,4-difluoro-2-methoxy-phenyl)-4,5-dimethyl-5-(trifluoromethyl)tetrahydrofuran-2-carbonyl]amino]-6-methylpyridine-2-carboxamide